6-nitrobenzyl carbamate C(N)(OCC1=CC=CC=C1[N+](=O)[O-])=O